(1'S,3'S)-8-(difluoromethoxy)-3',5'-difluoro-6-(trifluoromethyl)-2'H,3H-spiro[imidazo[1,2-a]pyridine-2,1'-naphthalen]-4'(3'H)-one FC(OC=1C=2N(C=C(C1)C(F)(F)F)C[C@@]1(C[C@@H](C(C3=C(C=CC=C13)F)=O)F)N2)F